ClC=1C=CC2=C(N=C(O2)N2CC3(C2)CC(C3)NC(=O)C=3C=NC(=CC3)OC)C1 N-[2-(5-chloro-1,3-benzoxazol-2-yl)-2-azaspiro[3.3]heptan-6-yl]-6-methoxy-pyridine-3-carboxamide